C(N)(=O)C1=NN(C=2N=C(SC21)C=2C=NC=1N(C2)N=C(C1)C)CC(=O)O 2-(3-carbamoyl-5-(2-methylpyrazolo[1,5-a]pyrimidin-6-yl)-1H-pyrazolo[3,4-d]thiazol-1-yl)acetic acid